C1(CCCCC1)NC(C(CC1CCN(CC1)C)N(C(CCCCCCCCCCCCCCCC)=O)C(CCCCCCC)CCCCCCC)=O N-(1-(cyclohexylamino)-3-(1-methylpiperidin-4-yl)-1-oxopropan-2-yl)-N-(pentadec-8-yl)heptadecanoamide